N-[4-[(6,7-dimethoxy-1,5-naphthyridin-4-yl)oxy]-3-fluorophenyl]-5-(4-fluorophenyl)-4-oxo-1-pyridin-2-ylpyridine-3-carboxamide COC=1N=C2C(=CC=NC2=CC1OC)OC1=C(C=C(C=C1)NC(=O)C1=CN(C=C(C1=O)C1=CC=C(C=C1)F)C1=NC=CC=C1)F